(S)-3-(isoquinolin-4-yl)-2-oxo-1-((1r,4S)-4-(trifluoromethyl)cyclohexyl)imidazolidine-4-carbonitrile C1=NC=C(C2=CC=CC=C12)N1C(N(C[C@H]1C#N)C1CCC(CC1)C(F)(F)F)=O